ClC=1C=2C(N=C3N(C2C=CC1)C1=CC(=CC=C1C31CCCCC1)C1CCN(CC1)C1CCCCC1)=O (1s,4s)-4-(4-(4'-chloro-5'-oxo-5'H-spiro[cyclohexane-1,7'-indolo[1,2-a]quinazolin]-10'-yl)piperidin-1-yl)cyclohexane